2-[[3-fluoro-5-(trifluoromethyl)pyridine-4-carbonyl]amino]-4-[2-isopropoxyethyl-[4-(5,6,7,8-tetrahydro-1,8-naphthyridin-2-yl)butyl]amino]butanoic acid FC=1C=NC=C(C1C(=O)NC(C(=O)O)CCN(CCCCC1=NC=2NCCCC2C=C1)CCOC(C)C)C(F)(F)F